FC1=C(C=C(C=C1F)N1N=CC=2C1=CN=C(C2)N2CCN(CC2)S(=O)(=O)C)O 2,3-Difluoro-5-(5-(4-(methylsulfonyl)piperazin-1-yl)-1H-pyrazolo[3,4-c]pyridine-1-yl)phenol